O=C1OC(C2=CC=CC=C12)O 3-oxo-1,3-dihydroisobenzofuran-1-ol